3'-O-[(N,N-diisopropylamino)-cyanoethylphosphinyl]-N4-benzoyl-2'-deoxycytidine C(C)(C)N(C(C)C)P(=O)(O[C@H]1C[C@@H](O[C@@H]1CO)N1C(=O)N=C(NC(C2=CC=CC=C2)=O)C=C1)CCC#N